4-[[(1S)-2-hydroxy-1-phenyl-ethyl]amino]-N-methyl-2-[(2-methyl-3-oxo-1,4-dihydroisoquinolin-7-yl)amino]pyrimidine-5-carboxamide OC[C@H](C1=CC=CC=C1)NC1=NC(=NC=C1C(=O)NC)NC1=CC=C2CC(N(CC2=C1)C)=O